ClC=1C=C(C=CC1F)C1=CN(C2=C1C(N(C=C2)CC(=O)N2CC(C2)(C)F)=O)C2COC2 3-(3-chloro-4-fluorophenyl)-5-(2-(3-fluoro-3-methylazetidin-1-yl)-2-oxoethyl)-1-(oxetan-3-yl)-1,5-dihydro-4H-pyrrolo[3,2-c]pyridin-4-one